6-[(4-chloro-1H-indol-6-yl)amino]-4-{[6-(trifluoromethyl)pyridin-3-yl]amino}pyridine-2-carbonitrile ClC1=C2C=CNC2=CC(=C1)NC1=CC(=CC(=N1)C#N)NC=1C=NC(=CC1)C(F)(F)F